C(CC)NC(OCCCCCCCCCCC)=O undecyl N-propylcarbamate